CN1CCN(CC1)C=1C=CC=C(C1)O 5-(4-methylpiperazin-1-yl)phenol